OP(=O)([O-])OP(=O)([O-])[O-] The molecule is a trivalent inorganic anion obtained by removal of all three protons from diphosphoric acid. It has a role as a human metabolite and a Saccharomyces cerevisiae metabolite. It is a diphosphate ion and a trivalent inorganic anion. It is a conjugate base of a diphosphate(2-). It is a conjugate acid of a diphosphate(4-).